N-(4-(N-(2-(phenylmethoxy)phenyl)sulfamoyl)phenyl)-3,5-dichlorobenzenesulfonamide C1(=CC=CC=C1)COC1=C(C=CC=C1)NS(=O)(=O)C1=CC=C(C=C1)NS(=O)(=O)C1=CC(=CC(=C1)Cl)Cl